N1=C(N=CC=C1)OSC1=C(C(=O)O)C=CC=C1 pyrimidinyloxy(thio)benzoic acid